CC1=CC=C(C=N1)N1N=NC(=C1)C(=O)NCC=1SC(=NN1)C1=CC=CC=C1 1-(6-methylpyridin-3-yl)-N-((5-phenyl-1,3,4-thiadiazol-2-yl)methyl)-1H-1,2,3-triazole-4-carboxamide